4-(4-nitro-1H-indol-1-yl)-1,3-dioxolan-2-one [N+](=O)([O-])C1=C2C=CN(C2=CC=C1)C1OC(OC1)=O